1-(2-(2,6-dioxan-3-yl)-1,3-dioxoisoindolin-5-yl)piperidine-4-carboxaldehyde C1OC(CCO1)N1C(C2=CC=C(C=C2C1=O)N1CCC(CC1)C=O)=O